FC1(CCC2=C1N=C(N=C2C2=NOC(=N2)CC(=O)N2CCC(CC2)C)N2[C@H](CC2)C)F (S)-2-(3-(7,7-difluoro-2-(2-methylazetidin-1-yl)-6,7-dihydro-5H-cyclopenta[d]pyrimidin-4-yl)-1,2,4-oxadiazol-5-yl)-1-(4-methylpiperidin-1-yl)ethan-1-one